E-2-amino-4-phosphonomethyl-hept-3-ene NC(C)\C=C(/CCC)\CP(=O)(O)O